3-(Cyanomethyl)-3-[4-(7H-pyrrolo[2,3-d]pyrimidin-4-yl)-1H-pyrazol-1-yl]azetidin-1-yl-N-[4-fluoro-2-(trifluoromethyl)phenyl]piperidine-1-carboxamide C(#N)CC1(CN(C1)C1N(CCCC1)C(=O)NC1=C(C=C(C=C1)F)C(F)(F)F)N1N=CC(=C1)C=1C2=C(N=CN1)NC=C2